[N+](=O)([O-])C1=CC=C(CN2CCOCC2)C=C1 4-(4-nitro-benzyl)-morpholine